BrC1=C2C(=CN(C(C2=CN=C1)=O)CC=1N=C2N(C=C(C=C2)C)C1)C 5-bromo-4-methyl-2-({6-methylimidazo[1,2-a]pyridin-2-yl}methyl)-1,2-dihydro-2,7-naphthyridin-1-one